N-ethyl-N-{2-[4-(6-fluoro-1,2-benzisoxazol-3-yl)piperidin-1-yl]ethyl}-2-hydroxyethane-1-sulfonamide C(C)N(S(=O)(=O)CCO)CCN1CCC(CC1)C1=NOC2=C1C=CC(=C2)F